6-hydroxybenzo[d]oxazole-7-carboxylic acid OC1=C(C2=C(N=CO2)C=C1)C(=O)O